C(C1=CC=CC=C1)N1C2=C(S(CC1)=O)C=CC(=C2)C(CC(CO)O)NC(=O)NC2=CC=C1C=CNC1=C2 1-(1-(4-benzyl-1-oxido-3,4-dihydro-2H-benzo[b][1,4]thiazin-6-yl)-3,4-dihydroxybutyl)-3-(1H-indol-6-yl)urea